C(C)OC(C(CBr)=O)=O.ClC1=C(C=C(CC(C(=O)N)(C)C)C=C1)C=1NC(C=C(N1)C=1C=NC(=CC1)OCCOC)=O (4-chloro-3-{4-[6-(2-methoxyethoxy)pyridin-3-yl]-6-oxo-1,6-dihydropyrimidin-2-yl}benzyl)isobutyramide ethyl-3-bromo-2-oxo-propanoate